(±)-4,5-dichloro-1-methyl-N-(3-phenylpyrrolidin-3-yl)indole-2-carboxamide ClC1=C2C=C(N(C2=CC=C1Cl)C)C(=O)N[C@@]1(CNCC1)C1=CC=CC=C1 |r|